(E)-methyl-isophthalamide CC1=C(C(=O)N)C=CC=C1C(=O)N